C1=CC=C2C(=C1)N=C3C=CC=C(C3=N2)C(=O)O The molecule is an aromatic carboxylic acid that is phenazine substituted at C-1 with a carboxy group. It has a role as an antimicrobial agent, a bacterial metabolite and an antifungal agent. It is a member of phenazines, a monocarboxylic acid and an aromatic carboxylic acid. It is a conjugate acid of a phenazine-1-carboxylate.